(3-Methyl-1H-pyrrol-2-yl)methanethiol CC1=C(NC=C1)CS